OC1(CC(C1)C(=O)N1CC2(C1)CCC(CC2)C2=CN=C1N2C=CC=C1)C ((1s,3s)-3-Hydroxy-3-methylcyclobutyl)(7-(imidazo[1,2-a]pyridin-3-yl)-2-azaspiro[3.5]nonan-2-yl)methanone